C(#N)C1=C(C=CC=C1/C=C/C=1C(=CC(=C(CN2[C@@H](CCCC2)C(=O)O)C1)OCCCCC#N)C)C1=CC=CC=C1 (S,E)-1-(5-(2-(2-cyano-[1,1'-biphenyl]-3-yl)vinyl)-2-(4-cyanobutoxy)-4-Methylbenzyl)piperidine-2-carboxylic acid